C(#C)C1=NN(C=C1)C1OCCCC1 3-ethynyl-1-(tetrahydro-2H-pyran-2-yl)-1H-pyrazole